(-)-cysteine N[C@@H](CS)C(=O)O